NC1=C(C=C(C=N1)NC(C(=O)N1[C@H](CN([C@@H](C1)C)C(C(C)C)=O)C1=CC=C(C=C1)F)=O)C1CC1 N-(6-amino-5-cyclopropylpyridin-3-yl)-2-((2S,5R)-2-(4-fluorophenyl)-4-isobutyryl-5-methylpiperazin-1-yl)-2-oxoacetamide